N-(3-chloropyridin-4-yl)-4-(dibutyl)amino-10H-cyclohepta[7,6-b]indole-7-carboxamide ClC=1C=NC=CC1NC(=O)C1=CC=2NC3=C(C=CC=C3C2CC=C1)N(CCCC)CCCC